ClC=1C(=CC(=C(C1)NC(=O)N1C2CCC1C(C=1C(=NC=CC12)F)=C)F)C(F)(F)F (±)-N-(5-Chloro-2-fluoro-4-(trifluoromethyl)phenyl)-1-fluoro-9-methylene-6,7,8,9-tetrahydro-5H-5,8-epiminocyclohepta[c]pyridine-10-carboxamide